ClC1=C(C=CC=2C(=C3N(C12)CC(C3)NC(OC(C)(C)C)=O)C=3C=NN(C3)C3OCCCC3)Cl tert-Butyl (5,6-dichloro-9-(1-(tetrahydro-2H-pyran-2-yl)-1H-pyrazol-4-yl)-2,3-dihydro-1H-pyrrolo[1,2-a]indol-2-yl)carbamate